C(C)(C)(C)N=C=NCCCCN=C=NC(C)(C)C tetramethylene-bis(t-butylcarbodiimide)